(3R)-8-((3S,5R)-4-acryloyl-3,5-dimethylpiperazin-1-yl)-11-(2,4-difluorophenyl)-3-(2-methoxyethoxy)-10-(trifluoromethyl)-3,4-dihydro-2H,6H-[1,4]thiazepino[2,3,4-ij]quinazolin-6-one C(C=C)(=O)N1[C@H](CN(C[C@H]1C)C1=NC(N2C3=C(C(=C(C=C13)C(F)(F)F)C1=C(C=C(C=C1)F)F)SC[C@@H](C2)OCCOC)=O)C